ethyl 2-[[2,5-difluoro-4-(6-hydroxy-2-pyridyl)phenyl]methyl]-7-fluoro-3-[[(2S)-oxetan-2-yl]methyl]benzimidazole-5-carboxylate FC1=C(C=C(C(=C1)C1=NC(=CC=C1)O)F)CC=1N(C2=C(N1)C(=CC(=C2)C(=O)OCC)F)C[C@H]2OCC2